2-(2-(4-(2H-tetrazol-5-yl)phenyl)-5-methylpiperidin-1-yl)-N-(5,6-dimethylpyridin-3-yl)-2-oxoacetamide N=1NN=NC1C1=CC=C(C=C1)C1N(CC(CC1)C)C(C(=O)NC=1C=NC(=C(C1)C)C)=O